tert-butyl N-[5-(6-bromo-3,3-dimethyl-1,4-dihydroisoquinolin-2-yl)-2-pyridyl]carbamate BrC=1C=C2CC(N(CC2=CC1)C=1C=CC(=NC1)NC(OC(C)(C)C)=O)(C)C